NC1=C(C(=O)O)C=CC(=C1)[C@@H](CCC)NC(=O)N1C/C(/NC[C@@H](C1=O)CC1=C(C=CC(=C1)Cl)OC)=N/OCC 2-amino-4-[(1R)-1-({[(3Z,6S)-6-(5-chloro-2-methoxybenzyl)-3-(ethoxyimino)-7-oxo-1,4-diazepan-1-yl]carbonyl}amino)butyl]benzoic acid